C1(=CC=CC=C1)C1(CCNCC1)C(=O)O 4-phenylpiperidine-4-carboxylic acid